(S)-2-((2-((S)-5-(difluoromethyl)-3-methyl-2-carbonylimidazolidin-1-yl)-5,6-dihydrobenzo[f]imidazo[1,2-d][1,4]oxazepin-9-yl)amino)propanamide FC([C@@H]1CN(C(N1C=1N=C2N(CCOC3=C2C=CC(=C3)N[C@H](C(=O)N)C)C1)=C=O)C)F